5-(4-Methoxybenzylidene)pyrimidine-2,4,6(1H,3H,5H)-trione COC1=CC=C(C=C2C(NC(NC2=O)=O)=O)C=C1